FC(C1=CC=C(CN2CC(CC(C2)C2=CC(=CC=C2)C(F)(F)F)CC(=O)OC)C=C1)(F)F Methyl 2-((anti)-1-(4-(trifluoromethyl)benzyl)-5-(3-(trifluoromethyl)phenyl)piperidin-3-yl)acetate